FC1CCN(CC1)CC(=O)NC=1C=C(C(=NC1)C)NC(=O)C=1C=C2C(=NC1)NC(=C2)C=2C=NN(C2)C N-(5-(2-(4-fluoropiperidin-1-yl)acetamido)-2-methylpyridin-3-yl)-2-(1-methyl-1H-pyrazol-4-yl)-1H-pyrrolo[2,3-b]pyridine-5-carboxamide